3-((7-(5-chloro-3-methyl-2-(((S)-piperidin-3-yl)oxy)phenyl)thieno[3,2-b]pyridin-2-yl)methyl)-4-hydroxypyrrolidin-2-one 2,2,2-trifluoroacetate FC(C(=O)O)(F)F.ClC=1C=C(C(=C(C1)C1=C2C(=NC=C1)C=C(S2)CC2C(NCC2O)=O)O[C@@H]2CNCCC2)C